N1C(OC=CO1)=O 3,6-dioxazinone